ethyl 4-oxo-6-(4-(pyrrolidin-1-yl) phenyl)-4H-pyran-3-carboxylate O=C1C(=COC(=C1)C1=CC=C(C=C1)N1CCCC1)C(=O)OCC